ClCCC[Si](OCCC)(OCCC)C 3-chloropropyl-methyldipropoxysilane